CN([C@H](CNC(\C=C\C1=CSC=C1)=O)CC1=CC=C(C=C1)O)C (S,E)-N-(2-(Dimethylamino)-3-(4-hydroxyphenyl)propyl)-3-(thiophen-3-yl)acrylamide